2-(3-cyanophenyl)-3-(2,6-dimethyl-4-pyridyl)-N-(5-oxopyrrolidin-3-yl)pyrazolo[1,5-a]pyrimidine-5-carboxamide C(#N)C=1C=C(C=CC1)C1=NN2C(N=C(C=C2)C(=O)NC2CNC(C2)=O)=C1C1=CC(=NC(=C1)C)C